C(C1=CC=CC=C1)NC1=C(C=C(C=C1)S(=O)(=O)NC)C=1OC(=NN1)C 4-(benzylamino)-N-methyl-3-(5-methyl-1,3,4-oxadiazol-2-yl)benzenesulfonamide